C=1C=NN2CNC=3C=CC=CC3C21 6H-pyrazolo[1,5-c]quinazoline